1,3,5-tris(mercaptomethyl)benzene tert-butyl-(2-((1-(4-chlorothiophen-2-yl)ethyl)(cyclopropyl)amino)ethyl)carbamate C(C)(C)(C)N(C(O)=O)CCN(C1CC1)C(C)C=1SC=C(C1)Cl.SCC1=CC(=CC(=C1)CS)CS